C(C1=CC=CC=C1)OC(=O)N1[C@@H](CCC1)C(NCCN(C)C)=O (2S)-2-(2-dimethylaminoethylcarbamoyl)pyrrolidine-1-carboxylic acid benzyl ester